COC1=CC=C(C=C1)C1=NOC(=N1)N1CCC(CC1)C(=O)NCC1CN(CC1)CC1=C(C=NC=C1)C 1-(3-(4-methoxyphenyl)-1,2,4-oxadiazol-5-yl)-N-((1-((3-methylpyridin-4-yl)methyl)pyrrolidin-3-yl)methyl)piperidine-4-carboxamide